(5S)-1-benzyl-3-fluoro-5-(trifluoromethyl)pyrrolidin-2-one C(C1=CC=CC=C1)N1C(C(C[C@H]1C(F)(F)F)F)=O